[Br-].[Mn+2].[Br-] manganese bromide salt